ClC1=C(C=C(OCC(=O)N[C@@H]2CN[C@H](CC2)C=2OC3=C(N2)C=CC(=C3)OC(F)F)C=C1)F 2-(4-chloro-3-fluoro-phenoxy)-N-[(3S,6R)-6-[6-(difluoro-methoxy)-1,3-benzoxazol-2-yl]piperidin-3-yl]acetamide